N[C@H]1CS(C2=C(N(C1=O)CC1=CC=C(C=C1)Cl)C=C(C=C2)C=2OC(=NN2)C=2C=NC(=CC2)C)(=O)=O (3R)-3-amino-5-[(4-chlorophenyl)methyl]-7-[5-(6-methyl-3-pyridyl)-1,3,4-oxadiazol-2-yl]-1,1-dioxo-2,3-dihydro-1lambda6,5-benzothiazepin-4-one